NC1=C(C(=NN1[C@@H]1C[C@@H](CCC1)N(C(=O)N1N=CN=C1)C)C1=CC=C(C=C1)OC1=CC=CC=C1)C(N)=O N-((1R,3S)-3-(5-amino-4-carbamoyl-3-(4-phenoxyphenyl)-1H-pyrazol-1-yl)cyclohexyl)-N-methyl-1H-1,2,4-triazole-1-carboxamide